6-chloro-4-(methylamino)nicotinamide ClC1=NC=C(C(=O)N)C(=C1)NC